2'-[(2R)-3-hydroxy-2-methylpropyl]-5'-methyl-2',3'-dihydrospiro[cyclohexane-1,1'-isoindol]-4-one OC[C@@H](CN1C2(C3=CC=C(C=C3C1)C)CCC(CC2)=O)C